4-hydroxybenzene-4-carbonitrile OC1(CC=CC=C1)C#N